ClC1=CC=C(C=C1)[C@@]1(NC(C2=CC(=CC(=C12)F)[C@](CC)(C1CCOCC1)O)=O)OC (1R)-1-(4-chlorophenyl)-7-fluoro-5-[(1S)-1-hydroxy-1-(oxan-4-yl)propyl]-1-methoxy-3-oxo-2,3-dihydro-1H-isoindol